2-chloro-5-(8-((6-chloropyridin-3-yl)methyl)-2,4-bisoxo-4,8-dihydropyrido[2,3-d]pyrimidin-3(2H)-yl)benzonitrile ClC1=C(C#N)C=C(C=C1)N1C(N=C2C(C1=O)=CC=CN2CC=2C=NC(=CC2)Cl)=O